4-[3-(2,4-dioxohexahydropyrimidin-1-yl)-1-methyl-indazol-6-yl]piperazin O=C1N(CCC(N1)=O)C1=NN(C2=CC(=CC=C12)N1CCNCC1)C